methyl (Z)-4-(dec-1,7-dien-4-yloxy)-2-hydroxy-3,6-dimethylbenzoate C=CCC(CC\C=C/CC)OC1=C(C(=C(C(=O)OC)C(=C1)C)O)C